2-((3S,5R)-3-(benzo[d]thiazol-5-yl)-5-methylmorpholino)-N-(7-((2,4-dimethylbenzyl)amino)-1-methyl-1H-pyrazolo[3,4-c]pyridin-4-yl)-2-oxoacetamide S1C=NC2=C1C=CC(=C2)[C@H]2COC[C@H](N2C(C(=O)NC2=C1C(=C(N=C2)NCC2=C(C=C(C=C2)C)C)N(N=C1)C)=O)C